N-(2,4-difluoro-5-(1-isopropyl-6-((5-methylthiazol-2-yl)amino)-1H-pyrrolo[3,2-c]pyridin-4-yl)phenyl)acrylamide FC1=C(C=C(C(=C1)F)C1=NC(=CC2=C1C=CN2C(C)C)NC=2SC(=CN2)C)NC(C=C)=O